(Z)-3-methyl-N'-(3-(3-(3-(pentafluoro-sulfaneyl)-5-(trifluoromethyl)phenyl)-1H-1,2,4-triazol-1-yl)acryloyl)oxetane-3-carbohydrazide CC1(COC1)C(=O)NNC(\C=C/N1N=C(N=C1)C1=CC(=CC(=C1)C(F)(F)F)S(F)(F)(F)(F)F)=O